4-chloropyridine HCl salt Cl.ClC1=CC=NC=C1